trin-butyl borate B(OCCCC)(OCCCC)OCCCC